2-[1-(cyclopropylmethyl)-1H-pyrrolo[2,3-b]pyridin-2-yl]-1-(2-methanesulfinyl-ethyl)-7-methoxy-1H-1,3-benzodiazole-5-carboxylic acid methyl ester COC(=O)C1=CC2=C(N(C(=N2)C2=CC=3C(=NC=CC3)N2CC2CC2)CCS(=O)C)C(=C1)OC